C(C)(=O)OC1=CC=C(C=C1)C=O 4-formylphenyl acetate